ClC1=C(C=C(OCC(=O)NC23CC(C2)(C3)NC(COC3=CC=C2C(=NNC2=C3)C)=O)C=C1)F 2-(4-chloro-3-fluorophenoxy)-N-(3-{2-[(3-methyl-1H-indazol-6-yl)oxy]acetamido}bicyclo[1.1.1]pentan-1-yl)acetamide